i-propyl-acrylamide C(C)(C)C(C(=O)N)=C